tert-butyl 6-(4-((3-chloro-2-fluorophenyl)amino)pyrido[3,2-d]pyrimidin-6-yl)-2,6-diazaspiro[3.4]octane-2-carboxylate ClC=1C(=C(C=CC1)NC=1C2=C(N=CN1)C=CC(=N2)N2CC1(CN(C1)C(=O)OC(C)(C)C)CC2)F